Methyl-7'-fluoro-8'-(6-(2-(isopropylamino)ethoxy)-5-(methylsulfonamido) pyridin-3-yl)-3'-methyl-2'-oxo-2',3'-dihydrospiro[azetidine-3,1'-pyrrolo[2,3-c]quinoline]-1-carboxylate COC(=O)N1CC2(C(N(C=3C=NC=4C=C(C(=CC4C32)C=3C=NC(=C(C3)NS(=O)(=O)C)OCCNC(C)C)F)C)=O)C1